N-(5-((5-chloro-4-((5-(N-methylmethylsulfonamido)quinoxalin-6-yl)amino)pyrimidin-2-yl)amino)-2-((2-(dimethylamino)ethyl)(methyl)amino)-4-methoxyphenyl)acrylamide ClC=1C(=NC(=NC1)NC=1C(=CC(=C(C1)NC(C=C)=O)N(C)CCN(C)C)OC)NC=1C(=C2N=CC=NC2=CC1)N(S(=O)(=O)C)C